CC(C(=O)OC)CCC(=O)OC Dimethyl 2-methylglutarat